NC1=CC2=C(N(C(S2)=O)C(C)C)C=C1 6-amino-3-isopropylbenzo[d]thiazol-2(3H)-one